6-bromo-3,4-dihydro-7-hydroxynaphthalenone BrC=1C=C2CCCC(C2=CC1O)=O